(3S)-3-(9H-fluoren-9-ylmethoxycarbonylamino)-4-(3-oxa-8-azabicyclo[3.2.1]octan-8-yl)-4-oxobutanoic acid C1=CC=CC=2C3=CC=CC=C3C(C12)COC(=O)N[C@@H](CC(=O)O)C(=O)N1C2COCC1CC2